5,5-dimethyl-4-(methylamino)-5,7-dihydro-6H-pyrrolo[2,3-d]pyrimidin-6-one CC1(C(NC=2N=CN=C(C21)NC)=O)C